(2R,3S)-N-(1-(2-fluoroethyl)piperidin-4-yl)-N-methyl-2-((2S,4R)-2-(((1-methyl-1H-indazol-5-yl)methyl)carbamoyl)-4-(4-methylbenzyl)pyrrolidine-1-carbonyl)piperidine-3-carboxamide FCCN1CCC(CC1)N(C(=O)[C@@H]1[C@@H](NCCC1)C(=O)N1[C@@H](C[C@H](C1)CC1=CC=C(C=C1)C)C(NCC=1C=C2C=NN(C2=CC1)C)=O)C